pyrenetetra-sulfonic acid C1(=C(C(=C2C(=CC3=CC=CC4=CC=C1C2=C34)S(=O)(=O)O)S(=O)(=O)O)S(=O)(=O)O)S(=O)(=O)O